C1(CCCC1)NC1=CC=C(C=C1)[C@@H]1N(CCC[C@@H]1C(NC1=CC(=C(C=C1)C)C(F)(F)F)=O)C(=O)OC(C)(C)C tert-butyl (2R,3S)-2-[4-(cyclopentylamino)phenyl]-3-[[4-methyl-3-(trifluoromethyl)phenyl]carbamoyl]piperidine-1-carboxylate